2-(4-(6-(7,8-dimethyl-[1,2,4]triazolo[1,5-a]pyridin-6-yl)-7-isopropyl-5H-pyrrolo[3,2-d]pyrimidin-2-yl)piperidin-1-yl)-N-methylacetamide CC1=C(C=2N(C=C1C1=C(C=3N=C(N=CC3N1)C1CCN(CC1)CC(=O)NC)C(C)C)N=CN2)C